4-(3-((5-trifluoromethylpyridin-2-yl)oxy)piperidin-1-yl)-5-chloro-2-methyl-6-ethylpyrimidine FC(C=1C=CC(=NC1)OC1CN(CCC1)C1=NC(=NC(=C1Cl)CC)C)(F)F